C(C1=CC=CC=C1)(=O)N1CCN(C2=CC=CC=C12)C(CN1CCCC1)=O 1-(4-benzoyl-3,4-dihydroquinoxaline-1(2H)-yl)-2-(pyrrolidin-1-yl)ethan-1-one